OCN1C(N(CC1)CO)=O 1,3-dihydroxymethyl-2-imidazolidinone